COCCO[C@H]1[C@@H](O[C@@H]([C@H]1O)CO)N1C(=O)N=C(N)C(=C1)C [2'-O-(2-methoxyethyl)]5-methylcytidine